P1(OCCCCO1)=O.C(CN)N.[Na] sodium EthyleneDiamine TetraMethylene Phosphonate